NC=1C2=C(N=CN1)N(C=CC2=O)C(C)C=2C(=C(C(=C(C2)Cl)C)C2CN(C2)C(=O)OC(C)(C)C)OC tert-Butyl 3-{3-[1-(4-amino-5-oxopyrido[2,3-d]pyrimidin-8(5H)-yl)ethyl]-5-chloro-2-methoxy-6-methylphenyl}azetidine-1-carboxylate